4-(2-fluoroethoxy)-2-(4-fluorophenylvinyl)-6-hydroxybenzoate FCCOC1=CC(=C(C(=O)[O-])C(=C1)O)C=CC1=CC=C(C=C1)F